2-Isopropyl-9,9-dimethyl-9H-thioxanthene C(C)(C)C1=CC=2C(C3=CC=CC=C3SC2C=C1)(C)C